N-((R)-1-Cyclopropylethyl)-8-(((R)-1-fluoropropan-2-yl)oxy)-7-(1H-pyrazol-4-yl)-[1,2,4]triazolo[1,5-c]pyrimidin-2-amine C1(CC1)[C@@H](C)NC1=NN2C=NC(=C(C2=N1)O[C@@H](CF)C)C=1C=NNC1